C(C1=CC=CC=C1)SC1=CC=C(C=C1)NC(=O)[C@]1([C@H](C1)C1=CC=CC=C1)NC(OC(C)(C)C)=O tert-butyl (1S,2R)-1-(4-(benzylthio) phenylcarbamoyl)-2-phenylcyclopropylcarbamate